2-[2-fluoro-4-(morpholino-methyl)phenyl]-4-[[5-(4-hydroxy-1-piperidyl)-2-pyridyl]amino]-6H-1,6-naphthyridin-5-one FC1=C(C=CC(=C1)CN1CCOCC1)C1=NC=2C=CNC(C2C(=C1)NC1=NC=C(C=C1)N1CCC(CC1)O)=O